N-(3'-(2-aminopyridin-4-yl)-2-fluoro-4'-hydroxyl-[1,1'-biphenyl]-4-yl)-4-ethoxy-1-(4-fluorophenyl)-2-oxo-1,2-Dihydropyridine-3-carboxamide NC1=NC=CC(=C1)C=1C=C(C=CC1O)C1=C(C=C(C=C1)NC(=O)C=1C(N(C=CC1OCC)C1=CC=C(C=C1)F)=O)F